N1=CC(=CC=C1)N1N=C(C(=C1)C1=C(C=CC=C1)C(F)(F)F)C(=O)O 1-(pyridin-3-yl)-4-[2-(trifluoromethyl)phenyl]-1H-pyrazole-3-carboxylic acid